[Na].NCC(C)O amino-2-hydroxypropane sodium